BrC=1N=C2C(=NC1)N(C(=N2)N2CCC1(CC2)[C@@H](C2=CC=CC=C2C1)NC(OC(C)(C)C)=O)COCC[Si](C)(C)C(C)(C)C tert-butyl (S)-(1'-(5-bromo-1-((2-(tert-butyldimethylsilyl)ethoxy)methyl)-1H-imidazo[4,5-b]pyrazin-2-yl)-1,3-dihydrospiro[indene-2,4'-piperidin]-1-yl)carbamate